[Si](C1=CC=CC=C1)(C1=CC=CC=C1)(C(C)(C)C)OCC1=CCCCO1 6-(((tert-butyldiphenylsilyl)oxy)methyl)dihydro-2H-pyran